ClC1=C2C=CC(=NC2=CC(=N1)Cl)C 5,7-dichloro-2-methyl-1,6-naphthyridine